e-1-(4-chlorophenyl)-3-fluoro-cyclobutanecarboxylic acid ClC1=CC=C(C=C1)C1(CC(C1)F)C(=O)O